FC(C1=NN=C(O1)C=1C=CC2=C(C(N(C(O2)(C)C2=CC=C(C#N)C=C2)C)=O)C1)F 4-{6-[5-(difluoromethyl)-1,3,4-oxadiazol-2-yl]-2,3-dimethyl-4-oxo-3,4-dihydro-2H-1,3-benzoxazin-2-yl}benzonitrile